(R)-9,9,10,10-tetramethyl-6-((tritylthio)methyl)-2,5,8-trioxa-9-silaundecane C[Si](OC[C@@H](OCCOC)CSC(C1=CC=CC=C1)(C1=CC=CC=C1)C1=CC=CC=C1)(C(C)(C)C)C